cyclobutyl 2-[1-[(2,3-difluorophenyl)methyl]-5-oxopyrrolidin-2-yl]acetate FC1=C(C=CC=C1F)CN1C(CCC1=O)CC(=O)OC1CCC1